(R)-N4-(1-(3-amino-5-(trifluoromethyl)phenyl)ethyl)-N2-(2-(dimethylamino)ethyl)-6-(pyrrolidin-1-yl)pyrido[3,4-d]pyrimidine-2,4-diamine NC=1C=C(C=C(C1)C(F)(F)F)[C@@H](C)NC=1C2=C(N=C(N1)NCCN(C)C)C=NC(=C2)N2CCCC2